ClC=1C(=NC(=NC1)NC1=C(C=C(C=C1)N1CCN(CC1)CCNC1=C2C(N(C(C2=CC=C1)=O)C1C(NC(CC1)=O)=O)=O)OC)NC1=C(C=CC=C1)P(=O)(C)C 4-((2-(4-(4-((5-chloro-4-((2-(dimethylphosphoryl)phenyl)amino)pyrimidin-2-yl)amino)-3-methoxyphenyl)piperazin-1-yl)ethyl)amino)-2-(2,6-dioxopiperidin-3-yl)isoindoline-1,3-dione